C(CC)[O-].[K+] potassium propan-1-olate